C(C)(C)(C)OC(=O)N1CCOC2(CC(C2)O)C1 2-hydroxy-5-oxa-8-azaspiro[3.5]nonane-8-carboxylic acid tert-butyl ester